CC=1C=C(C=C(C1O)C)CC1=CC(=C(C(=C1)C)O)C Bis(3,5-di-methyl-4-hydroxyphenyl)methan